4,4'-methylenebis(cyclohexyl-amine) C(C1CCC(CC1)N)C1CCC(CC1)N